7-dicyanomethylen-1,3,4,5,6,8,9,10-octafluoro-7H-pyren C(#N)C(=C1C(C=2C(=C(C3=C(C=C(C=4C(=C(C(=C1F)C2C43)F)F)F)F)F)F)F)C#N